(R)-3-((tert-butyldiphenylsilyl)oxy)-2,2-difluoro-N-(1-(6-trifluoromethyl-1H-indole-3-yl)propan-2-yl)propan-1-amine [Si](C1=CC=CC=C1)(C1=CC=CC=C1)(C(C)(C)C)OCC(CN[C@@H](CC1=CNC2=CC(=CC=C12)C(F)(F)F)C)(F)F